4-(2,6-bis(bis(2-methoxyethyl)amino)-8-(2-methyl-6,7-dihydrooxazolo[4,5-c]pyridin-5(4H)-yl)pyrimido[5,4-d]pyrimidin-4-yl)-1-methylpiperazin-2-one COCCN(C=1N=C(C2=C(N1)C(=NC(=N2)N(CCOC)CCOC)N2CC1=C(CC2)OC(=N1)C)N1CC(N(CC1)C)=O)CCOC